C(C)N(CC)C=1C(=C(C(=C(C(=O)O)C1)CCCCCC)C(C1=CC=CC=C1)=O)O.C(C1=CC=CC=C1)(=O)OC(C1=C(C(=C(C=C1)CC)CC)O)=O diethylhydroxybenzoyl benzoate (Diethylamino Hydroxybenzoyl HexylBenzoate)